(1-(4-bromo-2-fluorophenyl)piperidin-4-yl)methanol BrC1=CC(=C(C=C1)N1CCC(CC1)CO)F